2,6-bis(hydroxymethyl)-m-cresol OCC1=C(C=CC(=C1O)CO)C